[Cl-].C(=C)C1=CC=C(C[N+](C)(C)C)C=C1 4-vinylbenzyl-N,N-dimethyl-methyl-ammonium chloride